methyl 5-((tert-butyldiphenylsilyl)oxy)-3-hydroxy-2-naphthoate [Si](C1=CC=CC=C1)(C1=CC=CC=C1)(C(C)(C)C)OC1=C2C=C(C(=CC2=CC=C1)C(=O)OC)O